N1C2=C(C=C(C1)C(=O)[O-])C=NC=C2 1H-pyrido[4,3-b]pyridine-3-carboxylate